C(C)(C)(C)N(C(O)=O)[C@H](C(=O)N1C=C(C2=CC=CC=C12)CCN(C)C)CC1=CC=CC=C1.C(C)(C)(C)C(CCC=1C(=C(C=CC1)N1N=C2C(=N1)C=CC=C2)O)CCC(C)(C)C 2-(3',5'-di-tert-butyl-pentyl-2'-hydroxyphenyl)benzotriazole (S)-Tert-butyl-(1-(3-(2-(dimethylamino)ethyl)-1H-indol-1-yl)-1-oxo-3-phenylpropan-2-yl)carbamate